BrC12C[C@]3(C[C@](CC(C1)C3)(C2)C)C (3R,5S,7r)-1-bromo-3,5-dimethyladamantane